CN(CCOC1=C(C(=C(C(=C1F)F)S(=O)(=O)NC1=CC(=CC=C1)OC1=CC=CC=C1)F)F)C 4-(2-(dimethylamino)ethoxy)-2,3,5,6-tetrafluoro-N-(3-phenoxyphenyl)benzenesulfonamide